CCC(CC(C)O)O 3,5-hexanediol